Cl.Cl.N1CC(C1)NC(C1=CC(=NC=C1)N1C=NC=C1)=O N-(azetidin-3-yl)-2-(1H-imidazol-1-yl)isonicotinamide dihydrochloride